FC1=CC(=C(OC=2C(=CC(N(C2)C)=O)C=2C3=C(C(N(C2)C)=O)NC(=C3)C(=O)NC3CN(CCC3)C)C(=C1)C)C 4-(5-(4-fluoro-2,6-dimethylphenoxy)-1-methyl-2-oxo-1,2-dihydropyridin-4-yl)-6-methyl-N-(1-methylpiperidin-3-yl)-7-oxo-6,7-dihydro-1H-pyrrolo[2,3-c]pyridine-2-carboxamide